N-propyl-N-isopropyl-N'-(3-(1-isobutylpiperidin-4-yl)-1H-indol-5-yl)urea C(CC)N(C(=O)NC=1C=C2C(=CNC2=CC1)C1CCN(CC1)CC(C)C)C(C)C